tert-Butyl N-[(3R)-1-{8-fluoro-6-[1-(4-methylbenzenesulfonyl)-5-(methylcarbamoyl)-1H-pyrrolo[2,3-b]pyridin-3-yl]quinolin-4-yl}piperidin-3-yl]carbamate FC=1C=C(C=C2C(=CC=NC12)N1C[C@@H](CCC1)NC(OC(C)(C)C)=O)C1=CN(C2=NC=C(C=C21)C(NC)=O)S(=O)(=O)C2=CC=C(C=C2)C